C12C(CC(C=C1)C2)C(=O)OC methyl bicyclo[2.2.1]-5-heptene-2-formate